FC(F)(F)SC(F)(F)F Di-trifluoromethylsulfide